N[C@@H]1C=2C(=NC=CC2)CC12CCN(CC2)C=2C=1N(C(=C(N2)C)C2=C(C(=NC=C2)CO)Cl)N=CC1 [4-[4-[(5S)-5-aminospiro[5,7-dihydrocyclopenta[b]pyridine-6,4'-piperidine]-1'-yl]-6-methyl-pyrazolo[1,5-a]pyrazin-7-yl]-3-chloro-2-pyridyl]methanol